[Si](C)(C)(C(C)(C)C)OC(CN(CCCC(=O)N[C@@H](CC1=CC=C(C=C1)O)C(=O)OCCCN(CC(CCCCCCCCCC)O[Si](C)(C)C(C)(C)C)CC(CCCCCCCCCC)O[Si](C)(C)C(C)(C)C)CC(CCCCCCCCCC)O[Si](C)(C)C(C)(C)C)CCCCCCCCCC 3-(bis(2-((tert-butyldimethylsilyl)oxy)dodecyl)amino)propyl (4-(bis(2-((tert-butyldimethylsilyl)oxy)dodecyl)amino)butanoyl)-L-tyrosinate